N(=C=O)CCC[SiH2]C(OC)OC isocyanatopropyl-dimethoxymethyl-silane